COC1=CC(=NC=N1)N1N=C2C=3C=CN=C(CCCCC(C(NC2=C1)=O)C)C3 4-(6-methoxypyrimidin-4-yl)-9-methyl-3,4,7,15-tetraazatricyclo[12.3.1.02,6]Octadecan-1(18),2,5,14,16-pentaen-8-one